C(C)(C)(C)OC(=O)N[C@H](CC1=C(C=2N=C(N=C(C2S1)N(C(OC(C)(C)C)=O)CC=1OC=CC1)Cl)C1=CC=C(C=C1)OC)C tert-butyl N-[6-[(2S)-2-(tert-butoxycarbonylamino)propyl]-2-chloro-7-(4-methoxyphenyl)thieno[3,2-d]pyrimidin-4-yl]-N-(2-furylmethyl)carbamate